(3aR)-1,1-dioxo-3a,4,6,7-tetrahydro-3H-oxathiazolo[3,4-a]pyrazine-5-carboxylic acid tert-butyl ester C(C)(C)(C)OC(=O)N1C[C@H]2N(CC1)S(OC2)(=O)=O